ClS(=O)(=O)C=1C=C2CCN(C2=CC1)C(=O)C=1C=C(CNC(OC(C)(C)C)=O)C=CC1 tert-butyl (3-(5-(chlorosulfonyl)indoline-1-carbonyl)benzyl)carbamate